F[C@@H]1CN(CC[C@@H]1OS(=O)(=O)C1=CC=C(C)C=C1)C(=O)OC(C)(C)C tert-butyl (3R,4S)-3-fluoro-4-(tosyloxy)piperidine-1-carboxylate